N,N-dibenzyl-6-fluoropyridin-2-amine C(C1=CC=CC=C1)N(C1=NC(=CC=C1)F)CC1=CC=CC=C1